Cl.O=C1NC(CCC1C=1C(=NC2=CC(=CC=C2C1)C(=O)NCC(=O)O)C)=O 2-{[3-(2,6-dioxopiperidin-3-yl)-2-methylquinolin-7-yl]formamido}acetic acid hydrochloride